(2R,3R,4R,5R)-5-(4,6-dichloro-1H-pyrazolo[3,4-d]pyrimidin-1-yl)-2-(((1-ethoxy-1-oxo-3-phenyl-2-(thiazol-4-yl)propan-2-yl)oxy)methyl)-3-ethynyltetrahydro-furan-3,4-diyl diacetate C(C)(=O)O[C@@]1([C@H](O[C@H]([C@@H]1OC(C)=O)N1N=CC=2C1=NC(=NC2Cl)Cl)COC(C(=O)OCC)(CC2=CC=CC=C2)C=2N=CSC2)C#C